4-methoxy-8-(1H-pyrazol-1-yl)-5,6,7,8-tetrahydronaphtho[2,3-d]isoxazol-3-amine COC1=C2CCCC(C2=CC2=C1C(=NO2)N)N2N=CC=C2